BrCCOC1=CC=CC(=C1Cl)Cl 2-(2-bromoethoxy)-3,4-dichlorobenzene